C(=C)C1=CC=C(CN2N=NN=C2C2=C(C=CC=C2)C2=NN=NN2)C=C1 1-(4-vinylbenzyl)-5,5'-(1,2-phenylene)bis(1H-tetrazole)